ClC(C1=NC(=NO1)C1=CC=C(C=C1)NC=1C(C(C1NC)=O)=O)(F)F 3-((4-(5-(chlorodifluoromethyl)-1,2,4-oxadiazol-3-yl)phenyl)amino)-4-(methylamino)cyclobut-3-ene-1,2-dione